C(#C)C1=CC(=C(C(=O)N2C3CN(CC2C3)C3=CC=C(C=N3)C=3C=2N(C=C(C3)C3=CCN(C=C3)C)N=CC2C#N)C(=C1)F)F 4-(6-(6-(4-ethynyl-2,6-difluoro-benzoyl)-3,6-diazabicyclo[3.1.1]heptane-3-yl)-3-pyridinyl)-6-(1-methylpyridin-4-yl)pyrazolo[1,5-a]pyridine-3-carbonitrile